((1,2,3,5,6,7-hexahydro-s-indacen-4-yl)carbamoyl)amide C1CCC2=C(C=3CCCC3C=C12)NC(=O)[NH-]